ClC1=C(C(=CC=C1)Cl)COC=1C=NC(=NC1)N1C[C@H](O[C@@H](C1)C(F)(F)F)CO [(2S,6S)-4-{5-[(2,6-dichlorophenyl)methoxy]pyrimidin-2-yl}-6-(trifluoromethyl)morpholin-2-yl]methanol